ClC=1C(=NC(=NC1)N1N=C(C=C1C)C)NC1=CC2=C(N(C(N2CCC(CC)(C)O)=O)C)C=C1 5-((5-chloro-2-(3,5-dimethyl-1H-pyrazol-1-yl)pyrimidin-4-yl)amino)-3-(3-hydroxy-3-methylpentyl)-1-methyl-1,3-dihydro-2H-benzo[d]imidazol-2-one